tert-butyl 3-[4-[2-fluoro-3-(2-trimethylsilylethynyl)anilino]quinazolin-6-yl]azetidine-1-carboxylate FC1=C(NC2=NC=NC3=CC=C(C=C23)C2CN(C2)C(=O)OC(C)(C)C)C=CC=C1C#C[Si](C)(C)C